C1(CC1)NC(C1=C(C=C(C=C1)NC1=NN2C(C=C(C=C2)C2=CC(=NC=C2OCC(C)(C)O)C)=C1)F)=O N-cyclopropyl-2-fluoro-4-[[5-[5-(2-hydroxy-2-methyl-propoxy)-2-methyl-4-pyridyl]pyrazolo[1,5-a]pyridin-2-yl]amino]benzamide